Oleylpalmitat C(CCCCCCC\C=C/CCCCCCCC)OC(CCCCCCCCCCCCCCC)=O